ClC1=CC=C2C(=NC=NC2=C1)NCCCCCN1C(NCC1=O)=O 3-(5-((7-Chloroquinazolin-4-yl)amino)pentyl)imidazoline-2,4-dione